NC1=C2C(=NC=N1)N(N=C2)C(C)(C)C 4-amino-1-tert-butyl-1H-pyrazolo[3,4-d]pyrimidine